3-(aminomethyl)-3-hydroxy-azetidine-1-carboxylic acid tert-butyl ester C(C)(C)(C)OC(=O)N1CC(C1)(O)CN